tert-butyl 4-(4-{4-[2-fluoro-3-(propane-1-sulfonamido)phenyl]-3-(pyridin-4-yl)pyrazol-1-yl}benzoyl)piperazine-1-carboxylate FC1=C(C=CC=C1NS(=O)(=O)CCC)C=1C(=NN(C1)C1=CC=C(C(=O)N2CCN(CC2)C(=O)OC(C)(C)C)C=C1)C1=CC=NC=C1